Cl.Cl.N1=CC=CC2=CC=CC=C12 quinoline dihydrochloride